iron-tin oxide [Sn]=O.[Fe]